C1(=CC=CC=C1)N(C1=CC=C(C=C1)C1=CC=C(C=C1)N(C1=CC=CC2=CC=CC=C12)C1=CC=CC=C1)C1=CC=CC2=CC=CC=C12 4,4'-bis[phenyl(1-naphthyl)amino]biphenyl